FC1=C(C=CC=C1)C1CC(N(C=C1)S(=O)(=O)C1=CC=C(C)C=C1)=O 4-(2-fluorophenyl)-1-tosyl-3,4-dihydropyridin-2(1H)-one